(1R,2R,4S)-N-Isopropyl-7-oxabicyclo[2.2.1]heptan-2-amine C(C)(C)N[C@H]1[C@H]2CC[C@@H](C1)O2